tert-Butyl 2,2-dimethyl-5-(methylthio)-3,6-dihydropyrazine-1(2H)-carboxylate CC1(N(CC(=NC1)SC)C(=O)OC(C)(C)C)C